CN1CCN(CC1)C1=CC=CC=C1 1-methyl-4-phenylpiperazine